6-Amino-1-ethyl-7-methoxyindoline-2,3-dione NC1=CC=C2C(C(N(C2=C1OC)CC)=O)=O